FC(N1C2=C(C=3C=CC(=CC13)C=1C=CC(=NC1)N1CCN(CC1)CC1CCN(CC1)C=1C=C3C(N(C(C3=CC1)=O)N1C(NC(CC1)=O)=O)=O)C=NC=C2)F 5-(4-((4-(5-(5-(difluoromethyl)-5H-pyrido[4,3-b]indol-7-yl)pyridin-2-yl)piperazin-1-yl)methyl)piperidin-1-yl)-2-(2,4-dioxotetrahydropyrimidin-1(2H)-yl)isoindoline-1,3-dione